2-(Piperidin-4-yl)imidazo[2,1-b][1,3,4]thiadiazole N1CCC(CC1)C1=NN2C(S1)=NC=C2